N-(2-methoxyphenyl)-4-((4-(trifluoromethyl)phenyl)sulfonamido)benzamide COC1=C(C=CC=C1)NC(C1=CC=C(C=C1)NS(=O)(=O)C1=CC=C(C=C1)C(F)(F)F)=O